N-((S)-3-cyclopropyl-1-oxo-1-(((S)-3-oxo-1-((S)-2-oxopyrrolidin-3-yl)-4-(2,3,5,6-tetrafluorophenoxy)butan-2-yl)amino)propan-2-yl)benzofuran-2-carboxamide C1(CC1)C[C@@H](C(N[C@@H](C[C@H]1C(NCC1)=O)C(COC1=C(C(=CC(=C1F)F)F)F)=O)=O)NC(=O)C=1OC2=C(C1)C=CC=C2